1,3-bis(3-hydroxyphenoxy)benzene OC=1C=C(OC2=CC(=CC=C2)OC2=CC(=CC=C2)O)C=CC1